CN1N=C2C=CC(=CC2=C1)C1=CC=C(CN2C(C3=NC=CC=C3C2=O)([2H])[2H])C=C1 6-(4-(2-methyl-2H-indazol-5-yl)benzyl)-6,7-dihydro-5H-pyrrolo[3,4-b]pyridin-5-one-7,7-d2